(((4-(2',3',4',5'-tetrahydro-[1,1'-biphenyl]-4-yl)-1H-indazol-3-yl)amino)methyl)nicotinic acid C1(=CC=C(C=C1)C1=C2C(=NNC2=CC=C1)NCC1=C(C(=O)O)C=CC=N1)C=1CCCCC1